6-(4-amino-2,6-dichlorophenoxy)-2-(p-tolyl)-3,4-dihydroisoquinolin-1(2H)-one NC1=CC(=C(OC=2C=C3CCN(C(C3=CC2)=O)C2=CC=C(C=C2)C)C(=C1)Cl)Cl